6-chloro-7-fluoro-1-(2-methyl-4-(trifluoromethoxy)phenyl)-3-(3-methylpyridin-4-yl)-2,3-dihydro-quinazolin-4(1H)-one ClC=1C=C2C(N(CN(C2=CC1F)C1=C(C=C(C=C1)OC(F)(F)F)C)C1=C(C=NC=C1)C)=O